2-[2-(2-{2-[(2,4-dinitrophenyl)amino]ethoxy}ethoxy)ethoxy]acetic acid [N+](=O)([O-])C1=C(C=CC(=C1)[N+](=O)[O-])NCCOCCOCCOCC(=O)O